FC1=CC=C(C=C1)C1=CN=C(S1)NC1=CC2=C(C=N1)N=CN2CCNC(=O)[C@H]2NCCOC2 (3S)-N-[2-[6-[[5-(4-fluorophenyl)thiazol-2-yl]amino]imidazo[4,5-c]pyridin-1-yl]ethyl]morpholine-3-carboxamide